ClC=1C=C(SC1)/C=C/C(=O)O (E)-3-(4-Chlorothien-2-yl)-acrylic acid